NC=1C=CC(=C(C#N)C1)OC 5-amino-2-methoxy-benzonitrile